4-(isopropylamino)-N-((3-methylisoxazol-5-yl)methyl)-2-(thiazol-5-yl)thieno[2,3-b]pyridine-5-carboxamide C(C)(C)NC1=C2C(=NC=C1C(=O)NCC1=CC(=NO1)C)SC(=C2)C2=CN=CS2